OCS(=O)[O-].[Na+] sodium hydroxymethansulfinate